ethyl 2-methoxy-7-vinylquinoline-3-carboxylate COC1=NC2=CC(=CC=C2C=C1C(=O)OCC)C=C